titanium oxygen oxide O=O.[Ti]